dichlorodiphenyl-phenylphosphine oxide ClC=1C(=C(C=CC1)P(C1=CC=CC=C1)(C1=CC=CC=C1)=O)Cl